ClCC\C=C/CC(OC)OC (3Z)-1-chloro-6,6-dimethoxy-3-hexene